ClC1=C(C(=O)NC2=C3C=NN(C3=CC=C2)C2=CC(=C(C=C2)OC(F)(F)F)C)C=C(C=C1)CNC(C(C)(C)C)=O 2-Chloro-5-{[(2,2-dimethylpropanoyl)amino]methyl}-N-{1-[3-methyl-4-(trifluoromethoxy)phenyl]-1H-indazol-4-yl}benzamide